6-chloro-N-(5-cyano-4-phenylthiazol-2-yl)nicotinamide ClC1=NC=C(C(=O)NC=2SC(=C(N2)C2=CC=CC=C2)C#N)C=C1